C(CCC)C1=CC=C(C=C1)C(C)N1C(C=C(C=C1C)O)=O 1-(1-(4-butylphenyl)ethyl)-4-hydroxy-6-methylpyridin-2(1H)-one